3-(5-(1-(((1s,4s)-4-methoxycyclohexyl)methyl)-1H-pyrazol-3-yl)-1-oxoisoindolin-2-yl)piperidine-2,6-dione COC1CCC(CC1)CN1N=C(C=C1)C=1C=C2CN(C(C2=CC1)=O)C1C(NC(CC1)=O)=O